(l)-2,3,5-triphenyltetrazolium chloride [Cl-].C1(=CC=CC=C1)N1[NH2+]C(=NN1C1=CC=CC=C1)C1=CC=CC=C1